FC1=CC=C2C(=C1)CN(C(C21CCN(CC1)C1CCC(CC1)C(C)C)=O)CCNS(=O)(=O)C N-(2-(7-fluoro-1'-((1s,4s)-4-isopropyl-cyclohexyl)-3-oxo-1H-spiro[isoquinoline-4,4'-piperidin]-2(3H)-yl)ethyl)methane-sulfonamide